(S)-quinuclidin-3-yl (6-(4-chlorophenyl)-2,2-dimethyl-1,2,3,4-tetrahydronaphthalen-1-yl)carbamate ClC1=CC=C(C=C1)C=1C=C2CCC(C(C2=CC1)NC(O[C@@H]1CN2CCC1CC2)=O)(C)C